N-(4-(1-ethyl-4-(trifluoromethyl)-1H-imidazol-2-yl)-3-fluorophenyl)-2-(2-isopropyl-phenyl)-N-methyl-4,5,6,7-tetrahydro-2H-indazol-4-amine C(C)N1C(=NC(=C1)C(F)(F)F)C1=C(C=C(C=C1)N(C1C2=CN(N=C2CCC1)C1=C(C=CC=C1)C(C)C)C)F